C(C1=CC=CC=C1)OC=1C(=CC(=C(C1)NC(OCC=C)=O)C(=O)N1[C@@H](CC(=CC1)C=1SC=CC1)CO)OC allyl (S)-(5-(benzyloxy)-2-(2-(hydroxymethyl)-4-(thiophen-2-yl)-1,2,3,6-tetrahydro-pyridine-1-carbonyl)-4-methoxyphenyl)carbamate